tert-butyl (S)-4-(6-chloro-7-(4-fluoro-2-methoxyphenyl)-1-(2-isopropyl-4-methylpyridin-3-yl)-2-oxo-1,2-dihydropyrido[2,3-d]pyrimidin-4-yl)-3-methylpiperazine-1-carboxylate ClC1=CC2=C(N(C(N=C2N2[C@H](CN(CC2)C(=O)OC(C)(C)C)C)=O)C=2C(=NC=CC2C)C(C)C)N=C1C1=C(C=C(C=C1)F)OC